OC1=C(C=CC(=C1)O)C=N (2,4-dihydroxyphenyl)methanimine